CN(C(=O)C=1N=C2N(C(=CC=C2)C)C1)C N,N,5-trimethylimidazo[1,2-a]pyridine-2-carboxamide